(R)-5-{4-[(S)-4-(3,5-dimethylpyridin-2-yl)-3-hydroxymethylpiperazine-1-carbonyl]phenyl}-5-isopropylimidazolidine-2,4-dione CC=1C(=NC=C(C1)C)N1[C@@H](CN(CC1)C(=O)C1=CC=C(C=C1)[C@@]1(C(NC(N1)=O)=O)C(C)C)CO